C(=O)(O)C(O)C(O)C(=O)O.NCCS cysteamine hydrogen tartrate